C1(=CC=CC=C1)C(CC=1NC=CN1)C 2-phenyl-propylimidazole